FC(C1=C(N(C2=NC=CC=C21)CC2=CC(=CC=C2)C(F)(F)F)C(=O)NC=2C(=C(C(=O)O)C=CC2)CC)(F)F 3-(trifluoromethyl)-1-(3-(trifluoromethyl)benzyl)-1H-pyrrolo[2,3-b]pyridine-2-Carboxamido(ethyl)benzoic acid